5-carboxy-1,2-dimethylpyridin-1-ium iodide [I-].C(=O)(O)C=1C=CC(=[N+](C1)C)C